5-(N,N-dibutylaminosulfonyl)amino-3-(1-azabicyclo[5.4.0]undec-3-en-4-yl)-benzothiophene C(CCC)N(S(=O)(=O)NC=1C=CC2=C(C(=CS2)C2=CCN3CCCCC3CC2)C1)CCCC